NC1(NC(NC=N1)=O)[C@H]1[C@H](O)[C@H](O)[C@H](O1)CO 4-amino-l-p-D-ribofuranosyl-1,3,5-triazin-2(1H)-one